C1(CC1)[C@H]1CN(CCN1)C=1C=CC=2N=CN=C(C2N1)NC1=C(C(=C(C=C1)OC=1C=C2C(=NC1)N(C=N2)C)C)F (S)-6-(3-cyclopropylpiperazin-1-yl)-N-(2-fluoro-3-methyl-4-((3-methyl-3H-imidazo[4,5-b]pyridin-6-yl)oxy)phenyl)pyrido[3,2-d]pyrimidin-4-amine